C(C)(C)(C)[Cu] tertiary butyl-copper